methyl-(cis)-2-(4-isopropylpiperazin-1-yl)aniline CNC1=C(C=CC=C1)N1CCN(CC1)C(C)C